(3R,6S,8aR)-3-Benzyl-1,4-dioxooctahydropyrrolo[1,2-a]pyrazine-6-carboxylate C(C1=CC=CC=C1)[C@H]1NC([C@@H]2N(C1=O)[C@@H](CC2)C(=O)[O-])=O